NC1CCN(CC1)C1=CC=C(C=C1)C1=CC(=CC(=C1)[N+](=O)[O-])C(=O)N[C@@H](C=1NC2=CC=CC=C2C1)C1=C(C=CC(=C1)F)O (R)-4'-(4-aminopiperidin-1-yl)-N-((5-fluoro-2-hydroxyphenyl)(1H-indol-2-yl)methyl)-5-nitro-[1,1'-biphenyl]-3-carboxamide